tert-Butyl (1-(4-(2-(2-aminopyridin-3-yl)-5-(6-oxo-1,6-dihydropyridin-3-yl)-3H-imidazo[4,5-b]pyridin-3-yl)benzyl)piperidin-4-yl)carbamate NC1=NC=CC=C1C1=NC=2C(=NC(=CC2)C2=CNC(C=C2)=O)N1C1=CC=C(CN2CCC(CC2)NC(OC(C)(C)C)=O)C=C1